2-(4-(tert-butyl)phenyl)-5,6-dimethoxy-3-(perfluorocyclopent-1-en-1-yl)benzofuran C(C)(C)(C)C1=CC=C(C=C1)C=1OC2=C(C1C1=C(C(C(C1(F)F)(F)F)(F)F)F)C=C(C(=C2)OC)OC